1,3-thiazol-5-ylmethyl [(2R,5R)-5-{[(2S)-2-({[(2-isopropyl-1,3-thiazol-4-yl)methyl](methyl)carbamoyl}amino)-4-(morpholin-4-yl)butanoyl]amino}-1,6-diphenylhexan-2-yl]carbamate C(C)(C)C=1SC=C(N1)CN(C(=O)N[C@H](C(=O)N[C@H](CC[C@H](CC1=CC=CC=C1)NC(OCC1=CN=CS1)=O)CC1=CC=CC=C1)CCN1CCOCC1)C